O=C1NC(CCC1NC(=O)C1=NC(=CC=C1)CN1CCCC1)=O N-(2,6-dioxopiperidin-3-yl)-6-(pyrrolidin-1-ylmethyl)pyridinecarboxamide